C1(=CC=CC=C1)C1CN(CC1)C1=NC=CC(=N1)C1=NC=CC(=N1)C#CC=1C=C2C=NNC2=CC1 5-((2'-(3-Phenylpyrrolidin-1-yl)-[2,4'-bipyrimidin]-4-yl)ethynyl)-1H-indazole